CN(C)CCN1CCNCC1 Dimethylaminoethyl-Piperazine